β-Propyltryptophan C(CC)C([C@H](N)C(=O)O)C1=CNC2=CC=CC=C12